N-[2-(p-toluenesulfonyloxy)phenyl]-N'-[2-(m-toluenesulfonyloxy)phenyl]urea CC1=CC=C(C=C1)S(=O)(=O)OC1=C(C=CC=C1)NC(=O)NC1=C(C=CC=C1)OS(=O)(=O)C=1C=C(C)C=CC1